4-chloro-4'-fluorobiphenyl ClC1=CC=C(C=C1)C1=CC=C(C=C1)F